O[C@@H]1CNCC[C@H]1NC(OC(C)(C)C)=O tert-butyl ((3R,4R)-3-hydroxypiperidin-4-yl)carbamate